C(C1=CC=CC=C1)OCC1=CC(=C(C=C1)NC(C1=CC(=CC=C1)C1=NC(=C(N=C1)C)NS(=O)(=O)C)=O)F N-(4-((benzyloxy)methyl)-2-fluorophenyl)-3-(5-methyl-6-(methylsulfonamido)-pyrazin-2-yl)benzamide